3-hydroxy-1-(6-((4-((2-hydroxy-2-methylpropyl)amino)-5-(trifluoromethyl)pyrimidin-2-yl)amino)-3,4-dihydroisoquinolin-2(1H)-yl)-3-methylbutan-1-one OC(CC(=O)N1CC2=CC=C(C=C2CC1)NC1=NC=C(C(=N1)NCC(C)(C)O)C(F)(F)F)(C)C